Myristamidopropylamine Oxide C(CCCCCCCCCCCCC)(=O)NCCC[NH2]=O